[H-].[H-].C1(C=CC=C1)[Ti+2]C1C=CC=C1 bis(cyclopentadienyl)titanium (IV) dihydride